OC[C@@](C)(O)[C@@H]1CN(CCC1)C(=O)OCC1=CC=CC=C1 benzyl (S)-3-((S)-1,2-dihydroxypropan-2-yl)piperidine-1-carboxylate